FC1=CC=CC=2NC(=NC21)NCC2CCC(CC2)C (4-fluoro-1H-benzimidazol-2-yl)(4-methylcyclohexyl)methylamine